3-(4-[[(tert-butyldimethylsilyl)oxy]methyl]-2-(2-hydroxypropan-2-yl)-1,3-thiazole-5-sulfonyl)-1-[4-cyano-3-fluoro-2,6-bis(propan-2-yl)phenyl]urea [Si](C)(C)(C(C)(C)C)OCC=1N=C(SC1S(=O)(=O)NC(NC1=C(C(=C(C=C1C(C)C)C#N)F)C(C)C)=O)C(C)(C)O